6-(5-((3-(difluoro-methyl)-5-(4-methyl-1-oxo-1,3-dihydroisobenzofuran-5-yl)piperazin-1-yl)methyl)-1,3,4-oxadiazol-2-yl)-4-methylnicotinonitrile FC(C1CN(CC(N1)C=1C(=C2COC(C2=CC1)=O)C)CC1=NN=C(O1)C1=NC=C(C#N)C(=C1)C)F